ClC=1C=C(C=C(C1)Cl)C=1SC(=CN1)C(=O)O 2-(3,5-dichlorophenyl)thiazole-5-carboxylic acid